N1C[C@H](CC1)NS(=O)(=O)C N-[(3S)-pyrrolidin-3-yl]methanesulfonamide